NC1=C(C(=O)NC(C)C)C=C(C=N1)C1=C(C=C(C=C1)N(C([C@H](O)C1=CC(=CC(=C1)F)F)=O)O)C (R)-2-amino-5-(4-(2-(3,5-difluorophenyl)-N,2-dihydroxyacetamido)-2-methylphenyl)-N-isopropylnicotinamide